Benzyloctyladipat CCCCCCCCOC(=O)CCCCC(=O)OCC1=CC=CC=C1